NCCCCCC(=O)NC1=C(C(=O)NC=2SC(=C(N2)C)[N+](=O)[O-])C=CC=C1 2-(6-aminocaproamido)-N-(4-methyl-5-nitrothiazol-2-yl)benzamide